N[C@H]1CS(C2=C(N(C1=O)CC1=CC=C(C=C1)Cl)C=C(C(=C2)F)C2=NC(=NO2)C2CC2)(=O)=O (3R)-3-amino-5-[(4-chlorophenyl)methyl]-7-(3-cyclopropyl-1,2,4-oxadiazol-5-yl)-8-fluoro-1,1-dioxo-2,3-dihydro-1λ6,5-benzothiazepin-4-one